BrC1=C(C(=CC(=C1)C1C(C1C1=CC=C(C=C1)OC)(Cl)Cl)F)F 1-bromo-5-(2,2-dichloro-3-(4-methoxyphenyl)cyclopropyl)-2,3-difluorobenzene